6-chloro-1-(2-chlorophenyl)-7-cyclopropylquinazolin-2,4(1H,3H)-dione ClC=1C=C2C(NC(N(C2=CC1C1CC1)C1=C(C=CC=C1)Cl)=O)=O